C(C)(C)C1=C(NC2=NC=C(N=C21)C2CCN(CC2)CCS(=O)(=O)C)C=2C=C(C=1N(C2)N=CN1)OC 6-(7-isopropyl-2-(1-(2-(methylsulfonyl)ethyl)piperidin-4-yl)-5H-pyrrolo[2,3-b]pyrazin-6-yl)-8-methoxy-[1,2,4]triazolo[1,5-a]pyridine